1,3-dioxoisoindolin-2-yl 5,8-dioxaspiro[3.4]octane-2-carboxylate C1C(CC12OCCO2)C(=O)ON2C(C1=CC=CC=C1C2=O)=O